1-[4-[[4-(dimethylamino)phenyl]azo]phenyl]-2,2,2-trifluoroethanone CN(C1=CC=C(C=C1)N=NC1=CC=C(C=C1)C(C(F)(F)F)=O)C